CN1N=CC(=C1)C=1C=C(C(=O)NC=2N(C=C(N2)CCCC(=O)N2C[C@H](CCC2)C(=O)O)C2=CC=CC=C2)C=CC1 (S)-1-(4-(2-(3-(1-methyl-1H-pyrazol-4-yl)benzoylamino)-1-phenyl-1H-imidazol-4-yl)butanoyl)piperidine-3-carboxylic acid